C(C)(C)(C)OC(N(C)C1CCN(CC1)C1=CC2=C(N(C(N2C2C(NC(CC2)=O)=O)=O)C)C=C1)=O.NC1=CC=C(OCC(=O)C2CNC3=C(O2)C=CC=C3)C=C1 p-aminophenoxyacetyl-benzomorpholine Tert-butyl-N-[1-[3-(2,6-dioxo-3-piperidyl)-1-methyl-2-oxo-benzimidazol-5-yl]-4-piperidyl]-N-methyl-carbamate